[(3S)-pyrrolidin-3-yl] 5-[6-[5-(6-methyl-2-pyridyl)-1H-imidazol-4-yl]-3-quinolyl]pyrimidine-2-carboxylate CC1=CC=CC(=N1)C1=C(N=CN1)C=1C=C2C=C(C=NC2=CC1)C=1C=NC(=NC1)C(=O)O[C@@H]1CNCC1